N1,N1-dimethyl-N4-(4-methyl-2-(2-methylpiperidin-1-yl)phenyl)benzene-1,4-disulfonamide CN(S(=O)(=O)C1=CC=C(C=C1)S(=O)(=O)NC1=C(C=C(C=C1)C)N1C(CCCC1)C)C